OCC1C(C(C(CO1)O)O)O 6-(hydroxymethyl)oxacyclohexane-3,4,5-triol